COC1=CC=C(CN(C(=S)N)CC2=CC=C(C=C2)N2CCCC2)C=C1 1-(4-methoxybenzyl)-1-(4-(pyrrolidin-1-yl)benzyl)thiourea